4-(2-fluoro-acetyl)-phenylalanine FCC(=O)C1=CC=C(C[C@H](N)C(=O)O)C=C1